1-(3-chloro-5'-fluoro-2'-hydroxy-3'-(2-(4-(prop-2-yn-1-yl)piperazin-1-yl)pyridin-4-yl)-[1,1'-biphenyl]-4-yl)-3-methyl-1H-imidazol-2(3H)-one ClC=1C=C(C=CC1N1C(N(C=C1)C)=O)C1=C(C(=CC(=C1)F)C1=CC(=NC=C1)N1CCN(CC1)CC#C)O